(R)-6-bromo-7-methoxy-2-methyl-N-(1-(3-nitro-5-(trifluoromethyl)phenyl)ethyl)pyrido[2,3-d]Pyrimidine-4-amine BrC1=CC2=C(N=C(N=C2N[C@H](C)C2=CC(=CC(=C2)C(F)(F)F)[N+](=O)[O-])C)N=C1OC